nitro-1,4-phenylenediamine [N+](=O)([O-])NC1=CC=C(C=C1)N